ClC1=C(COC2C[C@@H]3[C@@H](CN(C3)C(=O)OC(C)(C)C)C2)C=CC=C1B1OC(C(O1)(C)C)(C)C t-butyl (3aR,5s,6aS)-5-((2-chloro-3-(4,4,5,5-tetramethyl-1,3,2-dioxaborolan-2-yl)benzyl)oxy)hexahydrocyclopenta[c]pyrrole-2(1H)-carboxylate